CC(C)(C)OC(NCCC(O)C1CCCCC1)=O N-(3-cyclohexyl-3-hydroxypropyl)carbamic acid 1,1-dimethylethyl ester